ClC1=CC(=C(C(=C1)C(C)(C)C)O)C(C)(C)C 4-chloro-2,6-di-tert-butylphenol